BrC=1C=C(C=CC1)C1(CC(C1)C)C(=O)O (1s,3s)-1-(3-bromophenyl)-3-methylcyclobutane-1-carboxylic acid